(6,7-dimethoxyquinolin-4-yloxy)phenylamine COC=1C=C2C(=CC=NC2=CC1OC)ONC1=CC=CC=C1